(2S,4R)-1-((R)-2-(1-fluorocyclopropane-1-carboxamido)-3-mercapto-3-methylbutanoyl)-4-hydroxy-N-(4-(4-methylthiazol-5-yl)benzyl)pyrrolidine-2-carboxamide FC1(CC1)C(=O)N[C@H](C(=O)N1[C@@H](C[C@H](C1)O)C(=O)NCC1=CC=C(C=C1)C1=C(N=CS1)C)C(C)(C)S